ClC=1C(=C(C(=CC1)F)B1OC(C(O1)(C)C)(C)C)F 2-(3-chloro-2,6-difluorophenyl)-4,4,5,5-tetramethyl-1,3,2-dioxaborolane